NC1=C2N(C(C=C1CC1=CC=CC3=CC=CC=C13)=O)C(=C(S2)C2=CC(=C(C=C2)OCCCCC)C)C(=O)O 8-amino-2-(3-methyl-4-(pentyloxy)phenyl)-7-(naphthalen-1-ylmethyl)-5-oxo-thiazolo[3,2-a]pyridine-3-carboxylic acid